tributyl-(2-hydroxyethyl)ammonium iodide [I-].C(CCC)[N+](CCO)(CCCC)CCCC